C(C=C)(=O)N[C@@H]1CN(C[C@H](C1)O)C1=C2C(=C(NC2=C(C=C1F)C(=O)O)C)C 4-((3S,5S)-3-acrylamido-5-hydroxypiperidin-1-yl)-5-fluoro-2,3-dimethyl-1H-indole-7-carboxylic acid